O1CCN(CC1)C1=CC=C(C(=O)C2=CC=CC=C2)C=C1 4-morpholinoBenzophenone